3,4-dihydroxy-N-{[(1s,4s)-4-hydroxycyclohexyl]Methyl}oxolane-2-carboxamide OC1C(OCC1O)C(=O)NCC1CCC(CC1)O